CC(C)CCC[C@@H](C)[C@H]1CC[C@H]2[C@@H]3CC=C4C[C@@H](O)CC[C@]4(C)[C@H]3CC[C@]12C cholesterol